FC(C(O)C1=CC=C(C=C1)F)(C=C)F 2,2-difluoro-1-(4-fluorophenyl)but-3-en-1-ol